C1(CC1)NC(C1=C(C=CC=C1)NCC1=NC=C(C=C1)C1=NOC(=N1)C(F)(F)F)=O N-cyclopropyl-2-[({5-[5-(trifluoromethyl)-1,2,4-oxadiazol-3-yl]pyridin-2-yl}methyl)amino]benzamide